methylenebis(dioctyldithiocarbamate) C(N(C([SH-]CCCCCCCC)=S)CCCCCCCC)N(C([SH-]CCCCCCCC)=S)CCCCCCCC